FC1=CC=C(CN2C(=C(C=C2C)CNC2=NC=3N([C@H](C(NC3C(=N2)C)=O)C(C)C)C)C)C=C1 (S)-2-(((1-(4-fluorobenzyl)-2,5-dimethyl-1H-pyrrol-3-yl)methyl)amino)-7-isopropyl-4,8-dimethyl-7,8-dihydropteridin-6(5H)-one